CC=1SC(=C2OC(=CC(C21)=O)N2CCCCC2)C(C)NC2=C(C(=O)O)C=CC=C2 2-((1-(5-Methyl-4-oxo-2-(piperidin-1-yl)-4H-thieno[3,4-b]pyran-7-yl)ethyl)amino)benzoic acid